OCCCCOC1OCCC1 2-(4'-hydroxybutoxy)-tetrahydrofuran